S(=O)(=O)(OCCNC)O 2-methylaminoethyl hydrogen sulfate